NC1=NC=C(C2=C1C(=C(S2)C2=C(C=C(C=C2)NC(C(=C)C)=O)C)C2=CC=C(C=C2)OC2=NC=CC(=N2)C)C=2NCCN2 N-(4-(4-amino-7-(4,5-dihydro-1H-imidazol-2-yl)-3-(4-((4-methylpyrimidin-2-yl)oxy)phenyl)thieno[3,2-c]pyridin-2-yl)3-methylphenyl)methacrylamide